hydroxy-6-methylisonicotinimidamide OC1=C(C(N)=N)C=C(N=C1)C